[Te][Te] Ditellurium